2-(5,6-Difluoro-benzothiazol-2-ylamino)-1-methyl-1H-benzoimidazole-5-carboxylic acid (2-hydroxy-ethyl)-amide OCCNC(=O)C1=CC2=C(N(C(=N2)NC=2SC3=C(N2)C=C(C(=C3)F)F)C)C=C1